3-[(2,5-dibromothiophene-3-sulfonyl)amino]propionic acid BrC=1SC(=CC1S(=O)(=O)NCCC(=O)O)Br